NCCCNC(=O)C1=CC(=CC(=C1)C(=O)NCCCN)C(=O)NCCCN1CCN(CC1)C N1,N5-bis(3-aminopropyl)-N3-[3-(4-methylpiperazin-1-yl)propyl]benzene-1,3,5-tricarboxamide